FC(C=1C(=CN(C(C1)=O)C)C(=O)NC1=C(C=C(C(=C1)C=1C=NC(=NC1)N1C[C@H](O[C@H](C1)C)C)F)N1C[C@H](N(CC1)C)C)F 4-(difluoromethyl)-N-[4-fluoro-5-[2-[(2R,6S)-2,6-dimethylmorpholin-4-yl]pyrimidin-5-yl]-2-[(3R)-3,4-dimethylpiperazin-1-yl]phenyl]-1-methyl-6-oxopyridine-3-carboxamide